ClC1=C(C2=C(NC(OC23CN(CCC3)C(=O)C3=NC(=NN3)C(=COC)C3=CC=CC=C3)=O)C=C1)F 6-chloro-5-fluoro-1'-(3-(2-methoxy-1-phenylvinyl)-1H-1,2,4-triazole-5-carbonyl)spiro[benzo[d][1,3]oxazin-4,3'-piperidin]-2(1H)-one